COC(=O)C=1C=2C(C(C(NC2C=C(C1)F)C1CNCC1)C1=C(C=CC=C1)Cl)=O 3-(2-chlorophenyl)-7-fluoro-4-oxo-2-(pyrrolidin-3-yl)-2,3-dihydro-1H-quinoline-5-carboxylic acid methyl ester